ClC1=CC=C(C=C1)C1=NC2=CC=CC=C2N=C1C1=CC=CC=C1 2-(4-chlorophenyl)-3-phenylquinoxaline